BrC=1C=C2CCCC(C2=CC1)C=1C(=NC=CC1)C(=O)N (6-bromo-1,2,3,4-tetrahydronaphthalen-1-yl)pyridinecarboxamide